2-(4-chloro-1-isopropyl-1H-pyrazol-5-yl)-4-(4-(1-methyl-3-(trifluoromethyl)-1H-1,2,4-triazol-5-yl)benzyl)-6,7-dihydropyrazolo[1,5-a]pyrimidin-5(4H)-one ClC=1C=NN(C1C1=NN2C(N(C(CC2)=O)CC2=CC=C(C=C2)C2=NC(=NN2C)C(F)(F)F)=C1)C(C)C